C1(=CC=CC=C1)C=1C=CC=2N(C3=CC=CC=C3C2C1)C1=CC=C(C=C1)C1=NC(=NC(=N1)C=1C=CC2=C(OC3=C2C=CC=C3)C1)C1=CC=CC=C1 2-[4-(3-phenyl-9H-carbazol-9-yl)phenyl]-4-(dibenzofuran-3-yl)-6-phenyl-1,3,5-triazine